C1(=CC=CC=C1)P(OC(C1=C(C=C(C=C1C)C)C)=O)C1=CC=CC=C1 diphenyl-(2,4,6-trimethylbenzoyl)oxyphosphorus